C1(=CC=CC=C1)NC1=CC=C2C(=N1)ON=C2N N6-Phenylisoxazolo[5,4-b]pyridine-3,6-diamine